N-(3-cyclopropoxy-1-(oxetan-3-yl)-1H-pyrazol-4-yl)formamide C1(CC1)OC1=NN(C=C1NC=O)C1COC1